3-(4-(2-((1-(Cyclopropylsulfonyl)piperidin-4-yl)amino)-5-(trifluoromethyl)pyrimidin-4-yl)-1H-imidazol-1-yl)-2-(trifluoromethyl)benzonitrile C1(CC1)S(=O)(=O)N1CCC(CC1)NC1=NC=C(C(=N1)C=1N=CN(C1)C=1C(=C(C#N)C=CC1)C(F)(F)F)C(F)(F)F